C(C)(C)(C)OC(=O)N1CC(C1)(C)[C@](C1=CC=C(C=C1)C(C)C)(C=1C=NC=C(C1)C1=NC(=NO1)C1(CCOCC1)O)O 3-[(R)-Hydroxy-{5-[3-(4-hydroxy-tetrahydro-pyran-4-yl)-[1,2,4]oxadiazol-5-yl]-pyridin-3-yl}-(4-isopropyl-phenyl)-methyl]-3-methyl-azetidine-1-carboxylic acid tert-butyl ester